N1(CCCC1)CC1=CC=C(C=CC2=NNC3=CC=CC=C23)C=C1 3-(4-(pyrrolidin-1-ylmethyl)styryl)-1H-indazole